N1C=NC2=C1C=CC(=C2)N2C(C([C@@H]2C2=C(C=C(C=C2F)OCCC(F)F)F)=C)=O |r| (rac)-1-(1H-benzo[d]imidazol-5-yl)-4-(4-(3,3-difluoropropoxy)-2,6-difluorophenyl)-3-methyleneazetidin-2-one